(4-(2-(aminomethyl)-7-(4-fluorophenyl)pyrazolo[1,5-a]pyridin-5-yl)phenyl)(4,4-difluoropiperidin-1-yl)methanone trifluoroacetate salt FC(C(=O)O)(F)F.NCC1=NN2C(C=C(C=C2C2=CC=C(C=C2)F)C2=CC=C(C=C2)C(=O)N2CCC(CC2)(F)F)=C1